4-((R)-1-(5-fluoropyridin-2-yl)ethoxy)-6-(1-(1-((S)-2-hydroxypropanoyl)-piperidin-4-yl)-5-methyl-1H-pyrazol-4-yl)pyrazolo[1,5-a]pyridine-3-carbonitrile FC=1C=CC(=NC1)[C@@H](C)OC=1C=2N(C=C(C1)C=1C=NN(C1C)C1CCN(CC1)C([C@H](C)O)=O)N=CC2C#N